ethyl 2-[(3,3-dimethyl-1-oxo-1,3-dihydro-2-benzofuran-5-yl)amino]-4-({[2-(2-hydroxypropan-2-yl)phenyl]methyl} amino)pyrimidine-5-carboxylate CC1(OC(C2=C1C=C(C=C2)NC2=NC=C(C(=N2)NCC2=C(C=CC=C2)C(C)(C)O)C(=O)OCC)=O)C